CCCCCC=CCC(CCC=CCCCCCC)O nonadeca-6,12-dien-9-ol